5-[[4-[2-[5-(1-Hydroxyethyl)-2-pyridinyl]ethoxy]phenyl]methyl]-2,4-thiazolidindion OC(C)C=1C=CC(=NC1)CCOC1=CC=C(C=C1)CC1C(NC(S1)=O)=O